4,5-dimethyl-6-[3-(1-piperidyl)-7,8-dihydro-5H-1,6-naphthyridin-6-yl]pyridazine-3-carbonitrile CC1=C(N=NC(=C1C)N1CC=2C=C(C=NC2CC1)N1CCCCC1)C#N